ClC1(NC=C(C(=C1)Cl)Cl)C=O 2,4,5-trichloropyridinecarboxaldehyde